C(CCCCCCCCCCCCC)[SiH](O[SiH2]O[SiH2]O[Si](O[SiH2]O[SiH2]O[SiH3])(O)O)C tetradecyl-Methyldihydroxyheptasiloxane